N1=C(C(=CC=C1)C(=O)N1CCC(CC1)(C#N)CC1=C(C=CC=C1)F)C1=CC=NC=C1 1-{[2,4'-bipyridine]-3-carbonyl}-4-[(2-fluorophenyl)methyl]piperidine-4-carbonitrile